C(C)(C)(C)OC(=O)N1CC(N(CC1)C1=CC(=CC=C1)C=1C(=C2C(=NC1)NC=C2CC(F)F)Cl)=O.[N+](=O)([O-])C2=C(C=CC=C2)C2OC2 2-(2-nitrophenyl)oxirane tert-butyl-4-(3-(4-chloro-3-(2,2-difluoroethyl)-1H-pyrrolo[2,3-b]pyridin-5-yl)phenyl)-3-oxopiperazine-1-carboxylate